C[C@@H]1CNCC[C@@H]1C1=CC(=CC=C1)C(F)(F)F |r| rac-cis-3-methyl-4-(3-(trifluoromethyl)phenyl)piperidine